C(=O)([O-])OC(=O)OC(=O)[O-].[Cr+3].C(=O)([O-])OC(=O)OC(=O)[O-].C(=O)([O-])OC(=O)OC(=O)[O-].[Cr+3] chromium tricarbonate